bromo-1-(3-fluoro-4-methylbenzyl)-9-methyl-2-oxo-2,3-dihydro-1H-benzo[b]azepine-4-carbaldehyde BrC1C(=CC2=C(N(C1=O)CC1=CC(=C(C=C1)C)F)C(=CC=C2)C)C=O